NC=1C=2N(C3=C(N1)C=NC(=C3)C(=O)N3[C@@H]1[C@H](C[C@@H](C3)F)OC3=C1C=CC(=C3)C(F)(F)F)C(=NC2)C (4-amino-1-methylimidazo[1,5-a]pyrido[3,4-e]pyrazin-8-yl)((3S,4aS,9bS)-3-fluoro-7-(trifluoromethyl)-3,4,4a,9b-tetrahydrobenzofuro[3,2-b]pyridin-1(2H)-yl)methanone